Tributyl-(1-propen-2-yl)stannane C(CCC)[Sn](C(=C)C)(CCCC)CCCC